methyl-2,2'-oxybis(ethan-1-ol) CC(COCCO)O